methyl (S)-2-(6-(2-((4-nitrophenyl)carbamothioyl)hydrazine-1-carboxamido)benzo[d]thiazol-2-yl)-4,5-dihydrothiazole-4-carboxylate [N+](=O)([O-])C1=CC=C(C=C1)NC(=S)NNC(=O)NC1=CC2=C(N=C(S2)C=2SC[C@@H](N2)C(=O)OC)C=C1